COC1=C(C(=CC(=C1)COC)OC)O 2,6-dimethoxy-4-(methoxymethyl)phenol